(3S)-3-[5-[4-[[1-[4-(7-cyclohexyl-1-fluoro-3,8,9,10-tetrahydrocyclohepta[e]indazol-6-yl)phenyl]-4-piperidyl]methyl]piperazin-1-yl]-1-oxo-isoindolin-2-yl]piperidine-2,6-dione C1(CCCCC1)C1=C(C2=C(C=3C(=NNC3C=C2)F)CCC1)C1=CC=C(C=C1)N1CCC(CC1)CN1CCN(CC1)C=1C=C2CN(C(C2=CC1)=O)[C@@H]1C(NC(CC1)=O)=O